2-((2'-(2-(3,5-dimethyl-1H-pyrazol-4-yl)ethoxy)-4'-fluoro-[1,1'-biphenyl]-3-yl)oxy)-N,N-dimethylethan-1-amine CC1=NNC(=C1CCOC1=C(C=CC(=C1)F)C1=CC(=CC=C1)OCCN(C)C)C